3-((((2Z,3E)-6'-bromo-2'-oxo-[2,3'-biindolinylidene]-3-ylidene)amino)oxy)-2-(((((2Z,3E)-6'-bromo-2'-oxo-[2,3'-biindolinylidene]-3-ylidene)amino)oxy)methyl)-2-methylpropanoate BrC1=CC=C2/C(/C(NC2=C1)=O)=C\1/NC2=CC=CC=C2/C1=N\OCC(C(=O)[O-])(C)CO/N=C\1/C(/NC2=CC=CC=C12)=C\1/C(NC2=CC(=CC=C12)Br)=O